NC1=C2N=CN(C2=NC=N1)[C@H]1[C@@H]([C@@H]([C@H](O1)COP1(OCCC(O1)C1=C(C=C(C(=C1)F)Cl)Cl)=S)O)O 2-(((2r,3s,4r,5r)-5-(6-amino-9H-purin-9-yl)-3,4-dihydroxytetrahydrofuran-2-yl)methoxy)-4-(2,4-dichloro-5-fluorophenyl)-1,3,2-dioxaphosphorinane 2-sulfide